C(C1=CC=CC=C1)OC=1C=C2C=CC(=CC2=CC1)C1=CC=C(C=C1)S(=O)(=O)C 6-(Benzyloxy)-2-(4-(methylsulfonyl)phenyl)naphthalene